C(C)(C)(C)NC(=O)N1CC(C1)O[C@H](C1=C(C=CC=C1)C(F)(F)F)C1=CC=C(C=C1)Cl (S)-N-(tert-butyl)-3-((4-chlorophenyl)(2-(trifluoromethyl)phenyl)methoxy)azetidine-1-carboxamide